tert-butyl 2-(2-(2-(1-(2-(2,6-dioxopiperidin-3-yl)-1,3-dioxoisoindolin-4-yl)pyrimidine-4-carboxamido)ethoxy)ethoxy)acetate O=C1NC(CCC1N1C(C2=CC=CC(=C2C1=O)N1CN=C(C=C1)C(=O)NCCOCCOCC(=O)OC(C)(C)C)=O)=O